3-(3-(difluoromethoxy)phenyl)prop-2-yn-1-ol FC(OC=1C=C(C=CC1)C#CCO)F